ClC=1C=C(C(=NC1)N1C([C@@](N(C(C1)=O)CC1=CC=C(C=C1)C(F)(F)F)(C)CO)=O)F (R)-1-(5-chloro-3-fluoropyridin-2-yl)-3-(hydroxymethyl)-3-methyl-4-(4-(trifluoromethyl)benzyl)piperazine-2,5-dione